1,3-diamino-hydroxy-propane NC(CCN)O